OC(=O)C(F)(F)F.FC1=CC=C(C=C1)C1=CC=C(C=C1)C1C(C1)NCC1CCN(CC1)CCCC1=CC=C(C(=O)NO)C=C1 4-(3-(4-(((2-(4'-fluoro-[1,1'-biphenyl]-4-yl)cyclopropyl)amino)methyl)piperidin-1-yl)propyl)-N-hydroxybenzamide TFA Salt